6-chloro-1-(2-ethyl-4-fluorophenyl)-3-(6-methoxy-2-methylpyridin-3-yl)-4-oxo-1,2,3,4-tetrahydroquinazoline-7-carbonitrile ClC=1C=C2C(N(CN(C2=CC1C#N)C1=C(C=C(C=C1)F)CC)C=1C(=NC(=CC1)OC)C)=O